C(#N)C1=NC2=CC(=CC(=C2N=C1N1CC2CCC(C1)C2(F)F)[C@@H](C)NC2=C(C(=O)O)C=CC=C2)C 2-(((1R)-1-(2-cyano-3-(8,8-difluoro-3-azabicyclo[3.2.1]octan-3-yl)-7-methylquinoxalin-5-yl)ethyl)amino)benzoic acid